NCCC1(C(=C(SC1C(C(CC)C1=CC=C(C=C1)F)=O)C(=O)N)C)C(=O)N 4-(2-aminoethyl)-5-(2-(4-fluorophenyl)butyryl)-3-methylthiophene-2,4-dicarboxamide